BrC1=CC2=C(N(C([C@@H](CC2)NC(C2=NC=CC(=C2)OC2=CC=C(C=C2)F)=O)=O)C)N=C1 |r| (±)-N-(3-Bromo-9-methyl-8-oxo-6,7,8,9-tetrahydro-5H-pyrido[2,3-b]azepin-7-yl)-4-(4-fluorophenoxy)picolinamide